(3R,4R)-1-(1-(2-Chlorobenzyl)-5,6-difluoro-1H-benzimidazol-2-yl)-4-fluoro-3-piperidinamin ClC1=C(CN2C(=NC3=C2C=C(C(=C3)F)F)N3C[C@H]([C@@H](CC3)F)N)C=CC=C1